FC1(C[C@@]12C[C@@]1(CCCN1C2)CO)F ((1r,7a's)-2,2-difluorodihydro-1'h,3'h-spiro[cyclopropan-1,2'-pyrrolizine]-7a'(5'h)-yl)methanol